CC1=C(C(NC(=C1)C)=O)CNC(C1=CC=CC=C1)=O N-((4,6-dimethyl-2-oxo-1,2-dihydropyridine-3-yl)methyl)benzamide